[Cl-].C(C1=CC=CC=C1)[N+](CCCCCCCCCCCCCCCCCC)(CC)CC benzyl-diethyl-octadecyl-ammonium chloride